N1N=CC(=C1)C=1C=CC=2N(C1)N=C(N2)N[C@H]2CNCC2 (R)-6-(1H-pyrazol-4-yl)-N-(pyrrolidin-3-yl)-[1,2,4]triazolo[1,5-a]pyridin-2-amine